C(C)(C)NCC=CC=O 4-(isopropylamino)but-2-en-1-one